tert-butyl 1-[3-(2,4-dioxohexahydropyrimidin-1-yl)-1-methyl-indazol-6-yl]piperidine-4-carboxylate O=C1N(CCC(N1)=O)C1=NN(C2=CC(=CC=C12)N1CCC(CC1)C(=O)OC(C)(C)C)C